2-[3-methyl-1-(oxetan-3-yl)-1H-pyrazolo[3,4-b]pyrazin-6-yl]-6-[2-methyl-6-(trifluoromethyl)pyrimidin-4-yl]-2,6-diazaspiro[3.4]octane CC1=NN(C2=NC(=CN=C21)N2CC1(C2)CN(CC1)C1=NC(=NC(=C1)C(F)(F)F)C)C1COC1